CC1=CC(=C(C(=O)O)C=C1)OCC=C(C)C 4-methyl-2-((3-methylbut-2-en-1-yl)oxy)benzoic acid